2-Chloro-4-dimethylaminobenzaldehyd ClC1=C(C=O)C=CC(=C1)N(C)C